CC(C(=O)NC1=CC=2N(C=C1)N=CC2C(=O)NCC2=C1C=CNC1=CC=C2)(C)C 5-(2,2-dimethylpropanamido)-N-(1H-indol-4-ylmethyl)pyrazolo[1,5-a]pyridine-3-carboxamide